NC1=C(C=C(C=N1)C=1C=C2N(N1)CCC21CN(CC1)C(=O)N[C@@H](C)C1=CC=NC=C1)OC(F)(F)F 2'-[6-amino-5-(trifluoromethoxy)pyridin-3-yl]-N-[(1S)-1-(pyridin-4-yl)ethyl]-5',6'-dihydrospiro[pyrrolidine-3,4'-pyrrolo[1,2-b]pyrazole]-1-carboxamide